Methyl 2-(2-(((tert-butoxycarbonyl)(methyl)amino)methyl)-5-(((tert-butyldiphenylsilyl)oxy)methyl)pyrrolidin-1-yl)acetate C(C)(C)(C)OC(=O)N(C)CC1N(C(CC1)CO[Si](C1=CC=CC=C1)(C1=CC=CC=C1)C(C)(C)C)CC(=O)OC